3-bromo-5-(4,4-difluorocyclohex-1-en-1-yl)-1-methyl-1H-1,2,4-triazole BrC1=NN(C(=N1)C1=CCC(CC1)(F)F)C